COC1=CC=2N(C=C1NC(=O)N1CCC=3C1=NC=CC3N3CC1CCC(C3)N1C(=O)OC(C)(C)C)N=CN2 tert-butyl 3-(1-((7-methoxy-[1,2,4]triazolo[1,5-a]pyridin-6-yl)carbamoyl)-2,3-dihydro-1H-pyrrolo[2,3-b]pyridin-4-yl)-3,8-diazabicyclo[3.2.1]octane-8-carboxylate